8-chloro-N-(2,2-difluorobenzo[d][1,3]dioxol-5-yl)quinolin-2-amine ClC=1C=CC=C2C=CC(=NC12)NC1=CC2=C(OC(O2)(F)F)C=C1